CN1C(=NN=C1)C1(CC2(CC2)C1)C1=CC(=CC=C1)B1OC(C(O1)(C)C)(C)C 4-methyl-3-{5-[3-(4,4,5,5-tetramethyl-1,3,2-dioxaborolan-2-yl)phenyl]spiro[2.3]hexan-5-yl}-4H-1,2,4-triazole